10-benzyl-3-chloro-5-(4-{methyl[(E)-4-oxo-pent-2-en-1-yl]amino}butyl)-5,10-dihydro-11H-dibenzo[b,e][1,4]diazepin-11-one maleate C(\C=C/C(=O)O)(=O)O.C(C1=CC=CC=C1)N1C2=C(N(C3=C(C1=O)C=CC(=C3)Cl)CCCCN(C\C=C\C(C)=O)C)C=CC=C2